((R)-3-(4-Fluorophenyl)pyrrolidin-1-yl)(4-((R)-2-hydroxy-3-(2H-1,2,3-triazol-2-yl)propoxy)phenyl)methanon FC1=CC=C(C=C1)[C@@H]1CN(CC1)C(=O)C1=CC=C(C=C1)OC[C@@H](CN1N=CC=N1)O